(2-chloro-4-fluoro-phenyl)-[8-[6-chloro-4-[(4-phenyl-1-piperidyl)sulfonyl]-2-pyridyl]-3,8-diazabicyclo[3.2.1]octan-3-yl]methanone ClC1=C(C=CC(=C1)F)C(=O)N1CC2CCC(C1)N2C2=NC(=CC(=C2)S(=O)(=O)N2CCC(CC2)C2=CC=CC=C2)Cl